NC=1C=C(C(=O)[O-])C=CC1C.C(CC)S(=O)(=O)O.[Li+] lithium propanesulfonate 3-amino-4-methylbenzoate